C(C1=CC=CC=C1)N1N=NC(=C1)CN(CC=1N=NN(C1)CC1=CC=CC=C1)CC=1N=NN(C1)CC1=CC=CC=C1 tris((1-benzyl-1H-1,2,3-triazol-4-yl)methyl)amine